ClC1=CC=C(C(=O)NC2=CC=C(C=C2)CN2C=CS(C=C2)(=O)=O)C=C1 4-chloro-N-{4-[(1,1-dioxo-1λ6,4-thiazin-4-yl)methyl]phenyl}benzamide